ClC1=C2C=C(NC2=CC(=C1)OC1=CC=CC=C1)C(=O)O 4-chloro-6-phenoxy-1H-indole-2-carboxylic acid